OLEYLCYSTEINEAMIDE C(CCCCCCC\C=C/CCCCCCCC)N[C@@H](CS)C(=O)N